methyl 2-(3-(2,4-dimethylphenyl)pyridazin-4-yl)-1-ethyl-1H-benzo[d]imidazole-5-carboxylate CC1=C(C=CC(=C1)C)C=1N=NC=CC1C1=NC2=C(N1CC)C=CC(=C2)C(=O)OC